C1(=CC=CC=C1)[Se]C(C(=O)C1=CC=C(C=C1)S(=O)(=O)N(CCC)CCC)[Se]C1=CC=CC=C1 4-(2,2-Bis(phenylselanyl)acetyl)-N,N-dipropylbenzenesulfonamide